((4-(((4-nitronaphthalen-1-yl)oxy)methyl)pyridin-2-yl)amino)pyrazine-2-carboxylic acid methyl ester COC(=O)C1=NC=CN=C1NC1=NC=CC(=C1)COC1=CC=C(C2=CC=CC=C12)[N+](=O)[O-]